NC=1C(N(C=CC1NC(=O)[C@H]1N(CC1)C(=O)[O-])C)=O (S)-2-((3-amino-1-methyl-2-oxo-1,2-dihydropyridin-4-yl)carbamoyl)azetidine-1-carboxylate